2-((2,4,4-trimethyl-1,2,3,4-tetrahydroisoquinolin-7-yl)amino)-6-(2,6-dichlorophenyl)-8,9-dihydroimidazo[1,2-a]pyrimido[5,4-e]pyrimidin-5(6H)-one CN1CC2=CC(=CC=C2C(C1)(C)C)NC=1N=CC=2C(N(C=3N(C2N1)CCN3)C3=C(C=CC=C3Cl)Cl)=O